tert-butyl 4'-((3-(3-((4-methyl-4H-1,2,4-triazol-3-yl)methyl)oxetan-3-yl)phenyl)carbamoyl)-3',4'-dihydrospiro[azetidine-3,2'-pyrido[3,2-b][1,4]oxazine]-1-carboxylate CN1C(=NN=C1)CC1(COC1)C=1C=C(C=CC1)NC(=O)N1C2=C(OC3(C1)CN(C3)C(=O)OC(C)(C)C)C=CC=N2